2-(7-((2S,5R)-4-(1-(benzo[d]thiazol-6-yl)ethyl)-2,5-diethylpiperazin-1-yl)-4-methyl-5-oxo-4,5-dihydropyrazolo[1,5-a]pyrimidin-2-yl)acetonitrile S1C=NC2=C1C=C(C=C2)C(C)N2C[C@@H](N(C[C@H]2CC)C2=CC(N(C=1N2N=C(C1)CC#N)C)=O)CC